BrC1=CC2=C(N=CN=C2OCOCC[Si](C)(C)C)N=C1 6-bromo-4-((2-(trimethylsilyl)ethoxy)methoxy)pyrido[2,3-d]Pyrimidine